NC1=C(C=CC(=N1)C=O)Br 6-amino-5-bromo-pyridine-2-carbaldehyde